FC1=C(C(=CC(=C1)C=1C=NN(C1)C1OCCCC1)F)C=1CCN(CC1)C(=O)OC(C)(C)C tert-butyl 4-(2,6-difluoro-4-(1-(tetrahydro-2H-pyran-2-yl)-1H-pyrazol-4-yl)phenyl)-3,6-dihydropyridine-1(2H)-carboxylate